(2S)-3-[[4-(aminomethyl)phenyl]methoxy]-2-[(1-methanesulfonylpyrrol-3-yl)formamido]-N-(4-phenyl-1,3-thiazol-2-yl)propanamide NCC1=CC=C(C=C1)COC[C@@H](C(=O)NC=1SC=C(N1)C1=CC=CC=C1)NC(=O)C1=CN(C=C1)S(=O)(=O)C